1,4-diphenyl-(4-pyrazolyl)benzene C1(=CC=CC=C1)C1=C(C=C(C=C1)C1=CC=CC=C1)C=1C=NNC1